[5,5-Difluoro-1-(2-{cis-4-[(3-methylpyridin-2-yl)oxy]cyclohexyl}ethyl)-4,5,6,7-tetrahydro-1H-indazol-3-yl][4-(2-hydroxyethoxy)piperidin-1-yl]methanon FC1(CC=2C(=NN(C2CC1)CC[C@@H]1CC[C@@H](CC1)OC1=NC=CC=C1C)C(=O)N1CCC(CC1)OCCO)F